CC(C(=O)OCC(COC(C(CCCCC)(C)C)=O)(C)COCC1=CC=CC=C1)(CCCCC)C 2-((benzyloxy)methyl)-2-methylpropane-1,3-diyl bis(2,2-dimethyl Heptanoate)